NC(CC(=O)OCC)=S Ethyl 3-amino-3-thioxopropanoate